(S)-4-methyl-2-(phenylmethylsulfonylamino)pentanoic acid benzyl ester C(C1=CC=CC=C1)OC([C@H](CC(C)C)NS(=O)(=O)CC1=CC=CC=C1)=O